1-bromo-4-(2-methylbut-3-yn-2-yloxy)-2-nitrobenzene BrC1=C(C=C(C=C1)OC(C)(C#C)C)[N+](=O)[O-]